5'-Aminocarbonyl-2',4',6-trifluoro-4-methoxy-[1,1'-biphenyl]-3-carboxylic acid NC(=O)C=1C(=CC(=C(C1)C1=CC(=C(C=C1F)OC)C(=O)O)F)F